ClC=1C(=CC2=C(N(C=N2)C(F)F)C1)C#CC1=NN(C(=C1C(=O)N)NC)[C@@H]1CN([C@H](C1)COC)C(C=C)=O 3-[2-[6-chloro-1-(difluoromethyl)-1,3-benzodiazol-5-yl]ethynyl]-1-[(3S,5R)-5-(methoxymethyl)-1-(prop-2-enoyl)pyrrolidin-3-yl]-5-(methylamino)pyrazole-4-carboxamide